4-methyl-1,3-benzothiazole-6-carboxylic acid methyl ester COC(=O)C1=CC2=C(N=CS2)C(=C1)C